OCCN1CCN(CC1)C1=CC(=NC=2N1N=C(C2C2=CC=CC=C2)C)C2=CC=C(C=C2)CCCOCCOCCOCCNC(OC(C)(C)C)=O Tert-butyl (2-(2-(2-(3-(4-(7-(4-(2-hydroxyethyl)piperazin-1-yl)-2-methyl-3-phenylpyrazolo[1,5-a]pyrimidin-5-yl)phenyl)propoxy)ethoxy)ethoxy)ethyl)carbamate